ClC1=C(C=CC=C1)[C@@H]1C[C@@H](C=2N1N=C(N2)S)F (5S,7S)-5-(2-chlorophenyl)-7-fluoro-6,7-dihydro-5H-pyrrolo[1,2-b][1,2,4]triazol-2-thiol